C1(=CC=CC=C1)C(C)NC(=O)C1CCNCC1 N-(1-phenylethyl)piperidine-4-carboxamide